ClC=1C=C(O[C@@H]2C[C@@H](N(C[C@@H]2C)C2=CC(N(C=3C=CC(=NC23)C#N)C)=O)C)C=CC1 8-((2s,4r,5s)-4-(3-chlorophenoxy)-2,5-dimethylpiperidin-1-yl)-5-methyl-6-oxo-5,6-dihydro-1,5-naphthyridine-2-carbonitrile